(trifluoromethyl)-3H-pyrido[1,2-c]pyrimidin-3-one FC(F)(F)C1=NC(C=C2N1C=CC=C2)=O